(5'-hexyl-[2,2'-bithiophene]-5-yl)trimethylstannane C(CCCCC)C1=CC=C(S1)C=1SC(=CC1)[Sn](C)(C)C